COC1=NC=C(C2=C1N=C(S2)NC(=O)C=2C=NN(C2)CCOC)C=2N=NC(=CC2)C 1-(2-Methoxy-ethyl)-1H-pyrazole-4-carboxylic acid [4-methoxy-7-(6-methyl-pyridazin-3-yl)-thiazolo[4,5-c]pyridin-2-yl]-amide